dibutyl azobisisobutyrate N(=NC(C(=O)OCCCC)(C)C)C(C(=O)OCCCC)(C)C